NCC1=NNC(C2=C(C=C(C=C12)C=1C=NN(C1C1=C(C(=CC(=C1C#N)OC1CC1)Cl)F)C)OCC1=NN(C=N1)C1OCCCC1)=O 4-(aminomethyl)-6-(5-(3-chloro-6-cyano-5-cyclopropoxy-2-fluorophenyl)-1-methyl-1H-pyrazole-4-yl)-1-oxo-8-((1-(tetrahydro-2H-pyran-2-yl)-1H-1,2,4-triazol-3-yl)methoxy)phthalazine